COC1=C(C=C2C(=NC(=NC2=C1)C)N[C@H](C)C=1SC=C(C1)C1=C(C=CC=C1)CNC)C1CCC(CC1)C(=O)C1CCNCC1 4-((1R,4R)-4-(7-methoxy-2-methyl-4-(((R)-1-(4-(2-((methylamino)methyl)phenyl)thiophen-2-yl)ethyl)amino)quinazolin-6-yl)cyclohexane-1-carbonyl)piperidine